tert-butyl (R)-4-(4-(2-((1H-indole-2-yl)(2-methoxyphenyl)methyl)-3-oxoisoindole-5-yl)phenyl)piperazine-1-carboxylate N1C(=CC2=CC=CC=C12)[C@H](N1CC2=CC=C(C=C2C1=O)C1=CC=C(C=C1)N1CCN(CC1)C(=O)OC(C)(C)C)C1=C(C=CC=C1)OC